C(N)(=N)C1=CC(=CS1)C=1C=C(C=CC1)NC(=O)C1(CCC(CC1)(F)F)OC1=CC=CC=C1 N-(3-(5-carbamimidoylthiophen-3-yl)phenyl)-4,4-difluoro-1-phenoxycyclohexane-1-carboxamide